CS(=O)(=O)C=1NC=CN1 2-(methylsulfonyl)-1H-imidazole